C(=O)(OC(C)(C)C)N[C@H](C)CO (R)-N-Boc-alaninol